Fluorohexanesulfonate FC(CCCCC)S(=O)(=O)[O-]